3,5-dihydroxy-2,4,6-trinitroaniline OC=1C(=C(N)C(=C(C1[N+](=O)[O-])O)[N+](=O)[O-])[N+](=O)[O-]